(Z)-1-(3-(2-isopropyl-5-methylphenyl)-4-oxothiazolidine-2-ylidene)-3-((4-(1-(4-(trifluoromethoxy)phenyl)-1H-1,2,4-triazol-3-yl)benzyl)oxy)urea C(C)(C)C1=C(C=C(C=C1)C)N1/C(/SCC1=O)=N/C(=O)NOCC1=CC=C(C=C1)C1=NN(C=N1)C1=CC=C(C=C1)OC(F)(F)F